C1(CC1)CNCC1=CC(=NC(=C1)C)N1C(C2=CC(=CC=C2C1)C1=C(C=C(C=C1)F)C1=NN=CN1CC)=O 2-(4-(((Cyclopropylmethyl)amino)methyl)-6-methylpyridin-2-yl)-6-(2-(4-ethyl-4H-1,2,4-triazol-3-yl)-4-fluorophenyl)isoindolin-1-one